4-chloro-3-cyclopropanecarbonyl-1-{[2-(trimethylsilyl)ethoxy]methyl}-1H-pyrrolo[2,3-b]pyridine ClC1=C2C(=NC=C1)N(C=C2C(=O)C2CC2)COCC[Si](C)(C)C